C=C1[C@H]2CC[C@H]3[C@@H]1[C@@H](C2)C32OCCO2 |r| (+/-)-(1R,3S,6S,8R)-7-methylenespiro[tricyclo[4.2.1.03,8]nonane-2,2'-[1,3]dioxolane]